(2Z)-4-[[4-(1-piperidylmethyl)-2-pyridyl]oxy]-2-butene-1-ol N1(CCCCC1)CC1=CC(=NC=C1)OC\C=C/CO